OCCCCCCC#CC1=C2C(N(C(=NC2=CC=C1)C)C1C(NC(CC1)=O)=O)=O 3-(5-(8-hydroxyoct-1-yn-1-yl)-2-methyl-4-oxoquinazolin-3(4H)-yl)piperidine-2,6-dione